FC1=C(OC=2C3=C(N=CN2)CN(CC3)C(=O)OC3=CC=C(C=C3)[N+](=O)[O-])C=C(C(=C1)NC(=O)C=1C(N(C(N(C1)C(C)C)=O)C1=NC=C(C=C1)C)=O)F 4-nitrophenyl 4-(2,5-difluoro-4-(1-isopropyl-3-(5-methylpyridin-2-yl)-2,4-dioxo-1,2,3,4-tetrahydropyrimidine-5-carboxamido)phenoxy)-5,6-dihydropyrido[3,4-d]pyrimidine-7(8H)-carboxylate